7-isopropoxy-imidazo[1,2-a]pyridine-6-carboxamide C(C)(C)OC1=CC=2N(C=C1C(=O)N)C=CN2